CC=1C=C(C=C(C1OC=1C=C2C3(C(NC2=CC1)=O)CCC3)C)N3N=C(C(NC3=O)=O)NC(OC(C)(C)C)=O t-butyl (2-(3,5-dimethyl-4-((2'-oxospiro[cyclobutane-1,3'-indolin]-5'-yl)oxy)phenyl)-3,5-dioxo-2,3,4,5-tetrahydro-1,2,4-triazin-6-yl)carbamate